C(C=C)(=O)N1CC2(C1)CN(CC2)C2=NC(=NC(=C2C#N)C2=C1C=NNC1=CC=C2C)N2CC1C(CC2)N(CC1)C 4-(2-acryloyl-2,6-diazaspiro[3.4]octan-6-yl)-6-(5-methyl-1H-indazol-4-yl)-2-(1-methyloctahydro-5H-pyrrolo[3,2-c]pyridin-5-yl)pyrimidine-5-carbonitrile